4-(2-{[(4aS,7aR)-1-(2-cyclobutylethyl)-octahydro-1H-cyclopenta[b]pyridin-4a-yl]methoxy}-8-fluoro-4-(1,4-oxazepan-4-yl)pyrido[4,3-d]pyrimidin-7-yl)-5-ethynyl-6-fluoronaphthalen-2-ol C1(CCC1)CCN1[C@H]2[C@@](CCC1)(CCC2)COC=2N=C(C1=C(N2)C(=C(N=C1)C1=CC(=CC2=CC=C(C(=C12)C#C)F)O)F)N1CCOCCC1